ClC=1C=NC(=NC1)N1CCC2(C(CC2)CCOC2=CC(=C(C=C2)CC(=O)N2CC(C2)CNC[C@@H]([C@H]([C@@H]([C@@H](CO)O)O)O)O)F)CC1 2-[4-[2-[7-(5-chloropyrimidin-2-yl)-7-azaspiro[3.5]nonan-3-yl]ethoxy]-2-fluoro-phenyl]-1-[3-[[[(2S,3R,4R,5R)-2,3,4,5,6-pentahydroxyhexyl]amino]methyl]-azetidin-1-yl]ethanone